2-(benzyl(methyl)amino)-3-(4-(3,4-dichlorophenyl)-5-isobutylthiazol-2-ylamino)propanoic acid C(C1=CC=CC=C1)N(C(C(=O)O)CNC=1SC(=C(N1)C1=CC(=C(C=C1)Cl)Cl)CC(C)C)C